C(C)(C)(C)OC(=O)N1C[C@@H](N(CC1)C1=NC(=NC2=C(C(=C(C=C12)OC)Br)OC1CC1)OC[C@H]1N(CCC1)C)C (S)-4-(7-bromo-8-cyclopropoxy-6-methoxy-2-(((S)-1-methylpyrrolidin-2-yl)methoxy)quinazolin-4-yl)-3-methylpiperazine-1-carboxylic acid tert-butyl ester